O=C1NC(CC[C@H]1N1C(N(C2=C1C=CC=C2N2CCC(CC2)CN2CCN(CC2)C2CC(C2)NC(OC(C)(C)C)=O)C)=O)=O 1-Tert-butyl ((1r,3r)-3-(4-((1-(1-(2,6-dioxopiperidin-3-yl)-3-methyl-2-oxo-2,3-dihydro-1H-benzo[d]imidazol-4-yl)piperidin-4-yl)methyl)piperazin-1-yl)cyclobutyl)carbamate